Cyclobuta-1,3-diene C1=CC=C1